RAC-(3R)-3-(4-{4-[2-(6-{1-[6-(2-HYDROXYPHENYL)PYRIDAZIN-4-YL]-4-PHENYLPIPERIDINE-4-CARBONYL}-2,6-DIAZASPIRO[3.5]NONAN-2-YL)ETHYL]PIPERIDIN-1-YL}PHENYL)PIPERIDINE-2,6-DIONE OC1=C(C=CC=C1)C1=CC(=CN=N1)N1CCC(CC1)(C(=O)N1CC2(CN(C2)CCC2CCN(CC2)C2=CC=C(C=C2)[C@@H]2C(NC(CC2)=O)=O)CCC1)C1=CC=CC=C1 |r|